FC=1C=C2CNC(C2=CC1CNCC1(CCC1)O)=O 5-fluoro-6-({[(1-hydroxycyclobutyl)methyl]amino}methyl)-3H-isoindol-1-one